ClC1=CC=C(C(=N1)C(=O)NS(=O)(=O)C)N[C@H](C)C=1C=C(C=C2C(N(C(=NC12)N1CC2=NC(=CC=C2C1)C)C)=O)C (R)-6-chloro-3-((1-(3,6-dimethyl-2-(2-methyl-5,7-dihydro-6H-pyrrolo[3,4-b]pyridin-6-yl)-4-oxo-3,4-dihydroquinazolin-8-yl)ethyl)amino)-N-(methylsulfonyl)picolinamide